fluoro-phenethylammonium F[NH2+]CCC1=CC=CC=C1